dichloro-1,8-naphthyridine ClC=1C(=NC2=NC=CC=C2C1)Cl